pyrrolo[2,3-d]pyrimidine-6-carboxylic acid tert-butyl ester C(C)(C)(C)OC(=O)C=1CC2=C(N=CN=C2)N1